[(2R,3S)-7-(7-Cyclopropyl-6-isopropyl-furo[2,3-b]pyrazin-2-yl)-3-isobutyl-azepan-2-yl]methanol C1(CC1)C1=C(OC2=NC=C(N=C21)C2CCC[C@H]([C@@H](N2)CO)CC(C)C)C(C)C